FC1(CCC(CC1)N1N=CC2=C1N=C(NC2=O)SCC=2OC1=C(N2)C=CC(=C1)[N+](=O)[O-])F 1-(4,4-Difluorocyclohexyl)-6-(((6-nitrobenzo[d]oxazol-2-yl)methyl)thio)-1,5-dihydro-4H-pyrazolo[3,4-d]pyrimidin-4-on